(S)-6-(2-(hydroxymethyl)thiazol-5-yl)-N-(2-methyl-5-(2-(2-methylpyrrolidin-1-yl)acetamido)pyridin-3-yl)-[1,2,3]triazolo[1,5-a]pyridine-3-carboxamide OCC=1SC(=CN1)C=1C=CC=2N(C1)N=NC2C(=O)NC=2C(=NC=C(C2)NC(CN2[C@H](CCC2)C)=O)C